4-(2-(4-fluorophenoxy)-5-nitrophenyl)-2,6-lutidine FC1=CC=C(OC2=C(C=C(C=C2)[N+](=O)[O-])C2=CC(=NC(=C2)C)C)C=C1